BrC=1C=C(C=CC1CC(=O)OC)B(O)O [3-bromo-4-(2-methoxy-2-oxo-ethyl)phenyl]boronic acid